calcium p-toluenesulphinate CC1=CC=C(C=C1)S(=O)[O-].[Ca+2].CC1=CC=C(C=C1)S(=O)[O-]